C1=CC=C2C(=C1)C=CC(=C2CC(=O)O)CC(=O)O naphthalenediacetic acid